CC=1C=C2C(C=C(OC2=C(C1)C(C)NC1=C(C(=O)OC(C)(C)C)C=CC=C1)C=1C=NN2C1C=CC=C2)=O tert-Butyl 2-[1-(6-methyl-4-oxo-2-pyrazolo[1,5-a]pyridin-3-yl-chromen-8-yl)ethylamino]benzoate